ClC1=C(C)C=CC(=C1Cl)Cl 2,3,4-trichlorotoluene